COC=1C=CC2=C(N=NN(C2=O)CC(=O)O)C1 2-(7-methoxy-4-oxo-benzo[d][1,2,3]triazin-3(4H)-yl)acetic acid